[(2S)-1-(4-{[(3-chloro-4-methoxyphenyl)methyl]amino}-5-{[(pyrimidin-2-yl)methyl]carbamoyl} pyrimidin-2-yl)pyrrolidin-2-yl]methyl 6-(nitrooxy)hexanoate [N+](=O)([O-])OCCCCCC(=O)OC[C@H]1N(CCC1)C1=NC=C(C(=N1)NCC1=CC(=C(C=C1)OC)Cl)C(NCC1=NC=CC=N1)=O